tributyl-(tetradecyl)phosphine C(CCC)P(CCCCCCCCCCCCCC)(CCCC)CCCC